FC1=C(C(=CC=C1)OC)NC=1C=C2C(=NC1C)N(N=C2)C=2C=C(SC2)C(=O)NC2COC2 4-(5-((2-fluoro-6-methoxyphenyl)amino)-6-methyl-1H-pyrazolo[3,4-b]pyridin-1-yl)-N-(oxetan-3-yl)thiophene-2-carboxamide